[Si](C)(C)(C(C)(C)C)OC[C@@H]1N([C@H](C2=CC=CC(=C2C1)C=1C=NN(C1)CC)C)C(CC1=C(C=CC=C1Cl)Cl)=O 1-((1S,3R)-3-(((tert-butyldimethylsilyl)oxy)methyl)-5-(1-ethyl-1H-pyrazol-4-yl)-1-methyl-3,4-dihydroisoquinolin-2(1H)-yl)-2-(2,6-dichlorophenyl)ethan-1-one